FC(C(=O)O)(F)F.O[C@@H]1C[C@H](N(C1)C([C@H](C(C)(C)C)NC(=O)C=1N=NNC1)=O)C(N[C@@H](C)C1=CC=C(C=C1)C1=C(N=CS1)C)=O N-((S)-1-((2S,4R)-4-hydroxy-2-(((S)-1-(4-(4-methylthiazol-5-yl)phenyl)ethyl)carbamoyl)pyrrolidin-1-yl)-3,3-dimethyl-1-oxobutan-2-yl)-1H-1,2,3-triazole-4-carboxamide trifluoroacetate